tert-Butyl 4-(methanesulfonyl oxy)-2,2-dimethylpyrrolidine-1-carboxylate CS(=O)(=O)OC1CC(N(C1)C(=O)OC(C)(C)C)(C)C